(S)-7-(6-(3-(6-azaspiro[2.5]oct-6-yl)propoxy)pyridin-3-yl)-6-fluoro-2,10-dimethyl-9,10-dihydro-8-oxa-2,4,10a-triazanaphtho[2,1,8-cde]azulene-1(2H)-one C1CC12CCN(CC2)CCCOC2=CC=C(C=N2)C2=C(C=C1N=CC=3N(C(N4[C@H](COC2=C1C34)C)=O)C)F